Tetramethyldisilylene(3-n-butyl-cyclopentadienyl)(2-methyl-4-phenyl-1,5,6,7-tetrahydro-s-indacenyl)zirconium (IV) dichloride [Cl-].[Cl-].C[Zr-6](C1C(=CC2=C(C=3CCCC3C=C12)C1=CC=CC=C1)C)(C1C=C(C=C1)CCCC)(=[SiH2])(=[SiH2])(C)(C)C